5-(1-(methylsulfonyl)piperidin-4-yl)-5H-imidazo[5,1-a]isoindole CS(=O)(=O)N1CCC(CC1)C1N2C(C3=CC=CC=C13)=CN=C2